The molecule is an amino tetrasaccharide comprised of a linear sequence of beta-D-galactose, N-acetyl-beta-D-glucosamine, beta-D-galactose and N-acetyl-beta-D-glucosamine residues linked (1->4), (1->6), (1->4) and (1->6). It has a role as an epitope. It is an amino tetrasaccharide and a glucosamine oligosaccharide. CC(=O)N[C@@H]1[C@H]([C@@H]([C@H](O[C@H]1O)CO)O[C@H]2[C@@H]([C@H]([C@H]([C@H](O2)CO[C@H]3[C@@H]([C@H]([C@@H]([C@H](O3)CO)O[C@H]4[C@@H]([C@H]([C@H]([C@H](O4)CO)O)O)O)O)NC(=O)C)O)O)O)O